4-(7-(N-(1-Cyanocyclopropyl)sulfamoyl)-9-(5-(difluoromethyl)-1,3,4-thiadiazol-2-yl)-9H-pyrimido[4,5-b]indol-4-yl)-N,N-dimethylpiperazine-1-carboxamide C(#N)C1(CC1)NS(=O)(=O)C1=CC=C2C3=C(N(C2=C1)C=1SC(=NN1)C(F)F)N=CN=C3N3CCN(CC3)C(=O)N(C)C